OC1=C(C(OC2=CC=CC=C12)=O)C(CC(C)=O)C1=CC=CC=C1 4-hydroxy-3-(3-oxo-1-phenylbutyl)chromen-2-one